NC=1C(=C(C(=C(C(=O)NC=2C=C(C=CC2N2CCN(CC2)C)N2N=NC(=C2)C(=O)OCC2CCN(CC2)C)C1)Cl)C)F (1-methylpiperidin-4-yl)methyl 1-(3-(5-amino-2-chloro-4-fluoro-3-methylbenzamido)-4-(4-methylpiperazin-1-yl)phenyl)-1H-1,2,3-triazole-4-carboxylate